(S)-2-(6-(allylamino)-4-(1-((4-methyl-4H-1,2,4-triazol-3-yl)methyl)cyclobutyl)pyridin-2-yl)-6-((2-isopropyl-4-methylpiperazin-1-yl)methyl)-4-(trifluoromethyl)isoindolin-1-one C(C=C)NC1=CC(=CC(=N1)N1C(C2=CC(=CC(=C2C1)C(F)(F)F)CN1[C@H](CN(CC1)C)C(C)C)=O)C1(CCC1)CC1=NN=CN1C